3-(5-(difluoromethyl)-1,3,4-thiadiazol-2-yl)-N-(3-(fluoromethyl)oxetane-3-yl)-8-(4-isobutyrylpiperazin-1-yl)imidazo[1,5-a]pyridine-6-sulfonamide FC(C1=NN=C(S1)C1=NC=C2N1C=C(C=C2N2CCN(CC2)C(C(C)C)=O)S(=O)(=O)NC2(COC2)CF)F